C1(=CC=CC=C1)CCCC1=NC2=CC=CC=C2C(N1)=O 2-(3-phenylpropyl)quinazolin-4(3H)-one